2-chloro-N-[2-(3,5-dichloro-2-hydroxyphenyl)-1-(3-methylbutyl)benzo[d]imidazol-5-yl]acetamide ClCC(=O)NC1=CC2=C(N(C(=N2)C2=C(C(=CC(=C2)Cl)Cl)O)CCC(C)C)C=C1